nonylphenylether acrylate C(C=C)(=O)O.C(CCCCCCCC)OC1=CC=CC=C1